2-cyano-2,3-diisopropylsuccinic acid diethyl ester C(C)OC(C(C(C(=O)OCC)C(C)C)(C(C)C)C#N)=O